C(C)OC(=O)C1=C(NC=CC1=O)C1=CC2=C(N=C(O2)N2[C@@H](CC[C@@H]2C)C)C=C1 2-((2R,5S)-2,5-dimethylpyrrolidine-1-ylbenzo[d]oxazol-6-yl)-4-oxo-1,4-dihydropyridine-3-carboxylic acid ethyl ester